N1C(C(C2=CC=CC=C12)=O)=O Indolindion